cobaltocenium triflate [O-]S(=O)(=O)C(F)(F)F.C1C=CC=C1.[CH-]1C=CC=C1.[Co+2]